2,6-bis(oxiran-2-ylmethyl)-1,2,3,5,6,7-hexahydropyrrolo[3,4-F]isoindole O1C(C1)CN1CC2=CC=3CN(CC3C=C2C1)CC1OC1